NC1=NC2=CC(=NC=C2C=C1)CN(C(=O)C=1C=NC(=NC1)C(F)(F)F)C1=C(C=CC=C1)S(=O)(=O)C N-[(2-amino-1,6-naphthyridin-7-yl)methyl]-N-(2-methanesulfonylphenyl)-2-(trifluoromethyl)pyrimidine-5-carboxamide